6-(2,3-dihydroxypropoxy)-3-(3,4-dimethoxybenzyl)-1-(tetrahydro-2H-pyran-4-yl)quinazoline OC(COC=1C=C2CN(CN(C2=CC1)C1CCOCC1)CC1=CC(=C(C=C1)OC)OC)CO